3,8-bis(4-nitrophenyl)pyrene [N+](=O)([O-])C1=CC=C(C=C1)C=1C=CC2=CC=C3C(=CC=C4C=CC1C2=C43)C4=CC=C(C=C4)[N+](=O)[O-]